FC1=NC=CC=C1C1=CC(=CN1S(=O)(=O)C=1C=NC=CC1)CNC 1-[5-(2-fluoropyridin-3-yl)-1-(pyridin-3-ylsulfonyl)-1H-pyrrol-3-yl]-N-methylmethylamine